OC1=C(C=CC=C1C(F)(F)F)OOB(OO)O 2-hydroxy-3-(trifluoromethyl)phenyldihydroxyboric acid